CN1C(=C(C2=CC=CC=C12)NC1=CC(=CC=C1)C(F)(F)F)C(=O)NC1(CCC1)C1=CC=C(C(=O)O)C=C1 4-(1-(1-Methyl-3-((3-(trifluoromethyl)phenyl)amino)-1H-indole-2-carboxamido)cyclobutyl)benzoic acid